C1,2,3-trimethylbenzene CC1=C(C(=CC=C1)C)C